1-(4-n-propylphenyl)ethanone C(CC)C1=CC=C(C=C1)C(C)=O